tert-butyl (3-(1-((2-((7-chloro-8-fluoro-4-hydroxy-2-(methylthio)pyrido[4,3-d]pyrimidin-5-yl)oxy)ethyl) amino)ethyl)pyridin-2-yl)carbamate ClC1=C(C=2N=C(N=C(C2C(=N1)OCCNC(C)C=1C(=NC=CC1)NC(OC(C)(C)C)=O)O)SC)F